BrC1=CC=CC=2OC3=C(C21)C(=CC=C3)Br 1,9-Dibromodibenzofuran